3-(N-(2-(3,3-difluoropiperidin-1-yl)-5-(methylsulfonyl)phenyl)sulfamoyl)-4-ethylbenzoic acid FC1(CN(CCC1)C1=C(C=C(C=C1)S(=O)(=O)C)NS(=O)(=O)C=1C=C(C(=O)O)C=CC1CC)F